The molecule is a 3-sulfolactic acid. It is a conjugate acid of a (S)-3-sulfonatolactate(2-). It is an enantiomer of a (R)-3-sulfolactic acid. C([C@H](C(=O)O)O)S(=O)(=O)O